(R)-1-(3-(1-((1-(4-(4-(3-Amino-6-(2-hydroxyphenyl)pyridazin-4-yl)morpholin-2-yl)-3-methylbenzoyl)piperidin-4-yl)methyl)piperidin-4-yl)-1,2-dimethyl-1H-indol-7-yl)dihydropyrimidine NC=1N=NC(=CC1N1C[C@H](OCC1)C1=C(C=C(C(=O)N2CCC(CC2)CN2CCC(CC2)C2=C(N(C3=C(C=CC=C23)N2CNCC=C2)C)C)C=C1)C)C1=C(C=CC=C1)O